FC1=C(C=C2C(=N1)C(=C(N2)C2=CC(=NC=C2)NC([C@@H](C)C2=CC=C(C=C2)F)=O)C2=NC=CC=C2)C (2S)-N-{4-[5-fluoro-6-methyl-3-(pyridin-2-yl)-1H-pyrrolo[3,2-b]pyridin-2-yl]pyridin-2-yl}-2-(4-fluorophenyl)propanamide